NC1=CC=C(C=C1)NC1=CC=C(C=C1)NC1=CC=C(C=C1)N N,N'-bis(4-aminophenyl)-1,4-benzenediamine